5,5'-difluoro-2,2'-dimethyl-1,1'-biphenyl FC=1C=CC(=C(C1)C1=C(C=CC(=C1)F)C)C